1-(tert-butyl) 2-methyl 4-(phenylsulfonyl)piperazine-1,2-dicarboxylate C1(=CC=CC=C1)S(=O)(=O)N1CC(N(CC1)C(=O)OC(C)(C)C)C(=O)OC